COC=1C=C(C=CC1OCC=1C=NC(=CC1)OC)NC1=C(C=2N=C(C=NC2C=C1)N1CCOCC1)C#N 6-(3-methoxy-4-((6-methoxypyridin-3-yl)methoxy)phenylamino)-3-morpholinoquinoxaline-5-carbonitrile